ethyl 5,7-dichloro-4-oxo-1-(1,3-thiazol-2-yl)-1,4-dihydro-1,8-naphthyridine-3-carboxylate ClC1=C2C(C(=CN(C2=NC(=C1)Cl)C=1SC=CN1)C(=O)OCC)=O